C(C)C(C(N=CC1=CC=CC=C1)(C(=O)O)C)C#C ethyl-N-benzylidene-DL-alpha-methyl-propargylglycine